C[C@@H]1OCC2([C@@H]1N)CCN(CC2)C=2N=C1C(=NC2)N=C(C=C1)SC1=C2C(=NC=C1)NC=C2C (3s,4s)-3-methyl-8-(6-((3-methyl-1H-pyrrolo[2,3-b]pyridin-4-yl)thio)pyrido[2,3-b]pyrazin-2-yl)-2-oxa-8-azaspiro[4.5]decan-4-amine